CC1=CC=C(O1)C=1C2=C(N=C(N1)N)N(N=N2)CC2=NC(=CC=C2)CO[C@@H]2COCC2 (S)-7-(5-methylfuran-2-yl)-3-((6-(((tetrahydrofuran-3-yl)oxy)methyl)-pyridin-2-yl)methyl)-3H-[1,2,3]triazolo[4,5-d]pyrimidin-5-amine